ClC1=CC2=C(N(C(N=C2N2[C@H](CN(CC2)C(C=C)=O)C)=O)C2=NC=CC=C2CC)N=C1C1=C(C=CC=C1)F 6-chloro-1-(3-ethyl-2-pyridinyl)-7-(2-fluorophenyl)-4-((2S)-2-methyl-4-(2-propenoyl)-1-piperazinyl)pyrido[2,3-d]pyrimidin-2(1H)-one